(6-chloropyridin-2-yl)-N2-(3,5-difluorophenyl)-N4-isopropyl-1,3,5-triazine-2,4-diamine ClC1=CC=CC(=N1)C1=NC(=NC(=N1)NC1=CC(=CC(=C1)F)F)NC(C)C